C1(=CC=CC=C1)C=1C(=C(SC1)C(=O)N=O)CC phenyl-oxo-ethyl-thiopheneamid